(S)-1-(5-bromothiophen-2-yl)ethan-1-amine BrC1=CC=C(S1)[C@H](C)N